(S)-6-((5-(2,3-dichloropyridin-4-yl)-1,2,3,4-tetrahydronaphthalen-1-yl)amino)-2-methoxy-5-(trifluoromethyl)nicotinaldehyde ClC1=NC=CC(=C1Cl)C1=C2CCC[C@@H](C2=CC=C1)NC1=NC(=C(C=O)C=C1C(F)(F)F)OC